[H-].[H-].[H-].[H-].O=C1NC(CCC1N1C(C2=CC=CC=C2C1=O)=O)=O 2-(2,6-dioxopiperidin-3-yl)isoindole-1,3-dione tetrahydride